5-((3R,5S)-3,5-dimethylpiperazin-1-yl)pyrazine-2-carbonitrile C[C@@H]1CN(C[C@@H](N1)C)C=1N=CC(=NC1)C#N